ClC1=CC=C2/C(/C=CNC2=C1)=N/N=C/C1=CC=C(C=C1)N1C=NC(=C1C)C (E)-7-chloro-4-((E)-(4-(4,5-dimethyl-1H-imidazol-1-yl)benzylidene)hydrazono)-1,4-dihydroquinoline